4-(((1H-1,2,3-triazol-4-yl)methoxy)methyl)-3-methylpiperidine-1-carboxylic acid tert-butyl ester C(C)(C)(C)OC(=O)N1CC(C(CC1)COCC=1N=NNC1)C